N-methyl-N-(pyridin-4-yl)-[1,2,4]triazolo[4,3-a]quinazolin-5-amine CN(C1=NC=2N(C3=CC=CC=C13)C=NN2)C2=CC=NC=C2